O[C@@H](CC(=O)O)C.[Na] sodium (R)-3-hydroxybutyric acid